ClC=1C(=NC(=NC1)N1C[C@H](C([C@H](C1)C)(F)F)C)NC1=CC=C2N(C(C(N(C2=C1)CC(=O)NC)=O)=O)C 2-(7-((5-chloro-2-((3R,5S)-4,4-difluoro-3,5-dimethylpiperidin-1-yl)pyrimidin-4-yl)amino)-4-methyl-2,3-dioxo-3,4-dihydroquinoxalin-1(2H)-yl)-N-methylacetamide